C(CCC)N1C(=[NH+]C=C1)C 1-butyl-methyl-imidazolium